N-({4-chloro-1H,3H-furo[3,4-c]quinolin-7-yl}methyl)-2-cyclopropyl-N-(3-methoxy-1-methyl-1H-pyrazol-4-yl)pyrimidine-5-carboxamide ClC1=NC=2C=C(C=CC2C2=C1COC2)CN(C(=O)C=2C=NC(=NC2)C2CC2)C=2C(=NN(C2)C)OC